ClC=1C=NC(=C(C(=O)NC2CCC(CC2)CN2C(N(C3=C2C=CC=C3)C=3C=CC(=NC3)C(=O)NC)=O)C1)NC1CC1 5-(3-(((1r,4r)-4-(5-chloro-2-(cyclopropylamino)nicotinamido)cyclohexyl)methyl)-2-oxo-2,3-dihydro-1H-benzo[d]imidazol-1-yl)-N-methyl-picolinamide